FC1CC(N(C1)C(=O)C1=NNC(=C1)C1=CC=NC=C1)C(=O)NC(C1=CC=C(C=C1)C(C)C)C1=CC=CC=C1 4-fluoro-N-{phenyl[4-(propan-2-yl)phenyl]methyl}-1-[5-(pyridin-4-yl)-1H-pyrazole-3-carbonyl]pyrrolidine-2-carboxamide